N[C@@H]1CC[C@H](CC1)C1(NC=C(C(=N1)NC1=C(C=CC=C1)S(=O)(=O)C(C)C)F)N 2-(trans-4-aminocyclohexyl)-5-fluoro-N4-(2-(isopropylsulfonyl)phenyl)pyrimidine-2,4-diamine